4-cyano-1-benzyloxy-5-methyl-pyrroline-2(3H)-one C(#N)C1CC(N(C1C)OCC1=CC=CC=C1)=O